3-((5-cyclopropyl-1H-pyrazol-3-yl)amino)-4-methylisoquinolin C1(CC1)C1=CC(=NN1)NC=1N=CC2=CC=CC=C2C1C